6-(1-methyl-1H-indol-5-yl)-N-((R)-1-phenylethyl)-2,3,4,9-tetrahydro-1H-carbazole-1-amine CN1C=CC2=CC(=CC=C12)C=1C=C2C=3CCCC(C3NC2=CC1)N[C@H](C)C1=CC=CC=C1